C(C)(C)(C)OC([C@H](CCCCNC(=O)OC1=CC=C(C=C1)[N+](=O)[O-])NC(=O)N[C@@H](CCC(=O)OC(C)(C)C)C(=O)OC(C)(C)C)=O di-tert-butyl N-{[(2S)-1-tert-butoxy-6-{[(4-nitrophenoxy)carbonyl]amino}-1-oxohexan-2-yl]carbamoyl}-L-glutamate